N1=NC=CC=C1C(=O)[O-] Pyridazine-6-carboxylate